C(=O)(O)CN([C@@H](CCC(=O)[O-])C(=O)[O-])CC(=O)O N,N-bis(Carboxymethyl)glutamat